S(N)(=O)(=O)NCCC1CN(C1)C1=NC(=NC2=CC(=C(C=C12)OC)OC)C 4-(3-(2-sulfamoylaminoethyl)azetidin-1-yl)-6,7-dimethoxy-2-methylquinazoline